P(=O)([O-])([O-])O.[Li+].[Li+] di-lithium phosphate